C(CC=C)N(C1=NC=C(C=C1C(F)(F)F)[N+](=O)[O-])C1CCC1 N-but-3-enyl-N-cyclobutyl-5-nitro-3-(trifluoromethyl)pyridin-2-amine